C(C)C1=C(C=C(C(=O)O)C=C1)S(NC1=C(C(=CC=C1N1CCCCC1)C=1C=NOC1C)F)(=O)=O 4-Ethyl-3-(N-(2-fluoro-3-(5-methylisoxazol-4-yl)-6-(piperidin-1-yl)phenyl)sulfamoyl)benzoic acid